tert-butyl (2R,3aR,6aS)-2-(((tert-butyldimethylsilyl)oxy)methyl)-3-((4-methoxybenzyl)amino)hexahydro-1H-furo[3,4-b]pyrrole-1-carboxylate [Si](C)(C)(C(C)(C)C)OC[C@H]1C([C@@H]2[C@H](N1C(=O)OC(C)(C)C)COC2)NCC2=CC=C(C=C2)OC